3-(6-fluoro-1H-indol-2-yl)pyrazolo[1,5-a]pyrimidine FC1=CC=C2C=C(NC2=C1)C=1C=NN2C1N=CC=C2